6-chloro-[1,3]dioxolo[4,5-b]pyridin-5-amine ClC=1C=C2C(=NC1N)OCO2